(5-isopropyl-1H-pyrazol-3-yl)[(1R,5S,6r)-6-(4-methoxy-5,5-dimethyl-4,5-dihydro-1,2-oxazol-3-yl)-3-azabicyclo[3.1.0]Hex-3-yl]Ketone C(C)(C)C1=CC(=NN1)C(=O)N1C[C@H]2C([C@H]2C1)C1=NOC(C1OC)(C)C